(RS)-3-(dichloroacetyl)-5-(2-furyl)-2,2-dimethyl-1,3-oxazolidine ClC(C(=O)N1C(O[C@H](C1)C=1OC=CC1)(C)C)Cl |r|